3-cyclopropyl-1-(2-(((3S,4R)-3-hydroxytetrahydro-2H-pyran-4-yl)amino)-6-methylpyrido[3,4-d]pyrimidin-8-yl)azetidin-3-ol C1(CC1)C1(CN(C1)C1=NC(=CC2=C1N=C(N=C2)N[C@H]2[C@@H](COCC2)O)C)O